2-amino-4-(thiophen-2-yl)thiophene-3-carboxylic acid ethyl ester C(C)OC(=O)C1=C(SC=C1C=1SC=CC1)N